7-((1-Acetylpiperidin-4-yl)methoxy)-5-chloro-2-(((tetrahydro-2H-pyran-4-yl)thio)methyl)quinazolin-4(3H)-one C(C)(=O)N1CCC(CC1)COC1=CC(=C2C(NC(=NC2=C1)CSC1CCOCC1)=O)Cl